C(=O)(O)CC1(C2=CC=CC=C2C=2C=CC=CC12)C(C(=O)O)C 2-[9-(carboxymethyl)fluoren-9-yl]propionic acid